BrC1=C(C=C(C=C1)C(F)(F)F)S(=O)(=O)NC 2-bromo-N-methyl-5-(trifluoromethyl)benzenesulfonamide